8-methoxy-N-(propan-2-yl-2-d)-7-(3-(pyrrolidin-1-yl)propoxy)-2,3-dihydro-1H-cyclopenta[c]quinolin-4-amine COC1=CC=2C3=C(C(=NC2C=C1OCCCN1CCCC1)NC(C)(C)[2H])CCC3